1-(tert-butyl) 2-methyl (S)-4-(2-(tert-butoxy)-2-oxoethylidene)pyrrolidine-1,2-dicarboxylate C(C)(C)(C)OC(C=C1C[C@H](N(C1)C(=O)OC(C)(C)C)C(=O)OC)=O